CNC(=O)C=1SC(=CC1)[C@@H]1NC[C@H](CC1)C |r| rac-N-methyl-5-((2R,5S)-5-methylpiperidin-2-yl)thiophene-2-carboxamide